FC(C(=O)O)(C(C(=O)O)O)F 2,2-difluoro-3-hydroxy-succinic acid